C(C1=CC=CC=C1)(C1=CC=CC=C1)N1C2CN(C(C1)CC2)CC=2C=C1CN(C(C1=CC2)=O)C2C(NC(CC2)=O)=O 3-(5-((5-benzhydryl-2,5-diazabicyclo[2.2.2]oct-2-yl)methyl)-1-oxoisoindolin-2-yl)piperidine-2,6-dione